COC=1C=C(OC2=CC=C(C=N2)NC2=NC=NC=C2NCC2=CC=C(C=C2)OC)C=CC1C N4-[6-(3-methoxy-4-methyl-phenoxy)-3-pyridyl]-N5-[(4-methoxyphenyl)methyl]pyrimidine-4,5-diamine